NC=1C(=NNC1)C1=NC2=C(N1)C=CC=C2N(C)C 2-(4-amino-1H-pyrazol-3-yl)-N,N-dimethyl-1H-benzo[d]imidazol-4-amine